3-amino-4-(7-fluoro-1H-indazol-4-yl)-6-(3-fluoropropoxy)-1H-1,7-phenanthrolin-2-one NC=1C(NC2=C3C=CC=NC3=C(C=C2C1C1=C2C=NNC2=C(C=C1)F)OCCCF)=O